tert-butyl (3S,5R)-4-hydroxy-3,4,5-trimethylpiperidine-1-carboxylate OC1([C@H](CN(C[C@H]1C)C(=O)OC(C)(C)C)C)C